(1r,2s,3r,5r)-5-(((2-amino-3-bromoquinolin-7-yl)oxy)methyl)-3-(4-amino-7H-pyrrolo[2,3-d]pyrimidin-7-yl)-1-methylcyclopentane-1,2-diol NC1=NC2=CC(=CC=C2C=C1Br)OC[C@H]1C[C@H]([C@@H]([C@@]1(O)C)O)N1C=CC2=C1N=CN=C2N